CN(C)C1=C(C=CC=C1)C(CC=O)=O 1-[(dimethylamino)phenyl]-1,3-propanedione